Cl.CN(CCCNC(CC)=N)C N-(3-(dimethylamino)-propyl)propionimidamide hydrochloride